DL-talose O=C[C@@H](O)[C@@H](O)[C@@H](O)[C@H](O)CO |r|